NC=1NC(C=2N=CN(C2N1)[C@H]1[C@@H](C=C(O1)CO[P@](=O)(OC1=CC=CC=C1)N[C@@H](C)C(=O)OC(C)C)O[Si](C)(C)C(C)(C)C)=O Isopropyl ((S)-(((4R,5R)-5-(2-amino-6-oxo-1,6-dihydro-9H-purin-9-yl)-4-((tert-butyldimethylsilyl)oxy)-4,5-dihydrofuran-2-yl)methoxy)(phenoxy)phosphoryl)-L-alaninate